C(C)(C)(C)C=1N=C(C2=C(N1)NC=C2)OC (tert-butyl)-4-methoxy-7H-pyrrolo[2,3-d]pyrimidine